6-(6-aminopyridin-3-yl)-2,6-diazaspiro[3.3]heptane-2-carboxylic acid tert-butyl ester C(C)(C)(C)OC(=O)N1CC2(C1)CN(C2)C=2C=NC(=CC2)N